3-(pyridin-4-yl)-pyrazole N1=CC=C(C=C1)C1=NNC=C1